C(#N)C1=CC(=C(COC2=CC(=CC(=N2)C2=CC(=C(CC3=NC4=C(N3CCOC)C=C(C=C4)C(=O)O)C=C2F)F)O)C=C1)F 2-(4-(6-((4-cyano-2-fluorobenzyl)oxy)-4-hydroxypyridin-2-yl)-2,5-difluorobenzyl)-1-(2-methoxyethyl)-1H-benzo[d]imidazole-6-carboxylic acid